methyl 3,4-dihydroxyphenylacetate OC=1C=C(C=CC1O)CC(=O)OC